N,N-dimethyl-isoleucine CN([C@@H]([C@@H](C)CC)C(=O)O)C